NC1CN(CC1C(COC)(F)F)C1=NC=2CCC(CC2C=C1F)NC(=O)C1=CC2=C(N=N1)N(C=C2Cl)CC N-{2-[3-amino-4-(1,1-difluoro-2-methoxyethyl)pyrrolidin-1-yl]-3-fluoro-5,6,7,8-tetrahydroquinolin-6-yl}-5-chloro-7-ethyl-7H-pyrrolo[2,3-c]pyridazine-3-carboxamide